(Z)-acetate C(C)(=O)[O-]